O1COC2=C1C=CC(=C2)C(=O)N[C@H](CC(C)C)C(=O)OCC Ethyl (benzo[d][1,3]dioxole-5-carbonyl)-D-leucinate